5-(4-(((5R,7S)-2,6,9-trioxaspiro[4.5]decan-7-yl)methoxy)phenyl)-2-oxo-6-(trifluoromethyl)-1,2-dihydropyridine-3-carboxamide C1OCC[C@@]12O[C@@H](COC2)COC2=CC=C(C=C2)C=2C=C(C(NC2C(F)(F)F)=O)C(=O)N